OP(=O)(OCC1=CC=CC=C1)OC1=C2C(=CNC2=CC=C1)CC[NH+](C)C 2-[4-[Hydroxy(phenylmethoxy)phosphoryl]oxy-1H-indol-3-yl]ethyl-dimethylazanium